FC=1C=C(CN2N=C(N=C2)C(=O)N[C@@H]2C(N(C=3N(CC2)N=C(C3)C)C)=O)C=CC1F (S)-1-(3,4-difluorobenzyl)-N-(2,4-dimethyl-5-oxo-5,6,7,8-tetrahydro-4H-pyrazolo[1,5-a][1,3]diazepin-6-yl)-1H-1,2,4-triazole-3-carboxamide